2-({[2-methoxy-8-(pyridin-2-yl)naphthalen-1-yl]amino}methyl)prop-2-enenitrile COC1=C(C2=C(C=CC=C2C=C1)C1=NC=CC=C1)NCC(C#N)=C